4-(3-(1-(3,4-Dimethoxyphenyl)piperidin-4-yl)-1H-pyrazol-5-yl)-1H-pyrrole COC=1C=C(C=CC1OC)N1CCC(CC1)C1=NNC(=C1)C=1C=CNC1